1,1-dioxothietan-3-ol O=S1(CC(C1)O)=O